3,3-difluoro-1-methylcyclobutanecarbohydrazide FC1(CC(C1)(C(=O)NN)C)F